BrC=1C(=CC(=NC1)C=1C=NC(=NC1)C(F)(F)F)CNC(OC(C)(C)C)=O tert-butyl ((5-bromo-2-(2-(trifluoromethyl)pyrimidin-5-yl)pyridin-4-yl)methyl)carbamate